4-ethynyl-4-fluoropiperidine trifluoroacetic acid salt FC(C(=O)O)(F)F.C(#C)C1(CCNCC1)F